C12C3COCC3C(C=C1)O2 4,10-dioxatricyclo[5.2.1.02,6]dec-8-ene